O[C@H](C(=O)N1CC2=C(C=C(C=C2CC1)C=1C=C2C(=NC1)NC=C2C)[C@H]2N(CCC2)C(=O)OC(C)(C)C)C2=CC=CC=C2 tert-butyl (S)-2-(2-((S)-2-hydroxy-2-phenylacetyl)-6-(3-methyl-1H-pyrrolo[2,3-b]pyridin-5-yl)-1,2,3,4-tetrahydroisoquinolin-8-yl)pyrrolidine-1-carboxylate